(E)-3-[3-[(4-Tert-butylphenoxy)methyl]-4-methoxyphenyl]-1-(4-hydroxyphenyl)prop-2-en-1-one C(C)(C)(C)C1=CC=C(OCC=2C=C(C=CC2OC)/C=C/C(=O)C2=CC=C(C=C2)O)C=C1